CN(CCO[C@@H]1C(CN(CC1)C1=NC=CC(=N1)C1=NC(=CC2=C(C=CC(=C12)N1[C@@H]([C@H](C1)CS(=O)(=O)C)C)C(C)C)N)(F)F)C {2-[(4S)-4-[2-(dimethylamino)ethoxy]-3,3-difluoro-piperidin-1-yl]pyrimidin-4-yl}-8-[(2R,3S)-3-(methanesulfonyl-methyl)-2-methylazetidin-1-yl]-5-(propan-2-yl)isoquinolin-3-amine